3-[4-(7H-pyrrolo[2,3-d]-pyrimidin-4-yl)-1H-pyrazol-1-yl]-3-{3-[(tetrahydro-2H-pyran-4-ylmethyl)sulfonyl]-phenyl}propanenitrile trifluoroacetate FC(C(=O)O)(F)F.N1=CN=C(C2=C1NC=C2)C=2C=NN(C2)C(CC#N)C2=CC(=CC=C2)S(=O)(=O)CC2CCOCC2